3-(4-((2-(2-(pyridin-2-yl)pyrrolidin-1-yl)pyrrolo[2,1-f][1,2,4]triazin-4-yl)amino)-1H-imidazol-1-yl)cyclobutanenitrile N1=C(C=CC=C1)C1N(CCC1)C1=NN2C(C(=N1)NC=1N=CN(C1)C1CC(C1)C#N)=CC=C2